N-(3-chloro-2-methylphenyl)-2-cyclopropyl-6-{[(2,5-dichlorophenyl)carbonyl]amino}-1H-benzimidazole-4-carboxamide ClC=1C(=C(C=CC1)NC(=O)C1=CC(=CC=2NC(=NC21)C2CC2)NC(=O)C2=C(C=CC(=C2)Cl)Cl)C